CN(CCC=1SC2=C(N1)C=C(C=C2)[C@@H]2N(C[C@H](CC2)C)C(C(=O)NC2=C1C(=CN=C2)NN=C1)=O)C |o1:13,16| rel-2-((2R,5S)-2-(2-(2-(dimethylamino)ethyl)benzo[d]thiazol-5-yl)-5-methylpiperidin-1-yl)-2-oxo-N-(1H-pyrazolo[3,4-c]pyridin-4-yl)acetamide